N-[1-(1-{2-[4-(2,3-dimethylphenyl)piperazin-1-yl]-2-oxoethyl}-1,4,5,6-tetrahydrocyclopenta[c]pyrazole-3-carbonyl)piperidin-4-yl]acetamide CC1=C(C=CC=C1C)N1CCN(CC1)C(CN1N=C(C2=C1CCC2)C(=O)N2CCC(CC2)NC(C)=O)=O